4-methylenedioxy-benzaldehyde C1OC2=CC=C(C=O)C=C2O1